2-chloro-N-(5-(2-(((1s,4s)-4-(dimethylamino)cyclohexyl)amino)-8-ethylquinazolin-6-yl)-6-methoxypyridin-2-yl)benzenesulfonamide ClC1=C(C=CC=C1)S(=O)(=O)NC1=NC(=C(C=C1)C=1C=C2C=NC(=NC2=C(C1)CC)NC1CCC(CC1)N(C)C)OC